COCC1N2C(OC1)=C(C=N2)S(=O)(N)=NC(C2=CC=CC=C2)(C2=CC=CC=C2)C2=CC=CC=C2 3-(methoxymethyl)-N'-trityl-2,3-dihydropyrazolo[5,1-b]oxazole-7-sulfonimidamide